2-iodopentaneAt IC(C(=O)[O-])CCC